C(C)(C)(C)OC(=O)N1CCC(CC1)(C1=NC2=C(C=C(C=C2C(N1)=O)C=1C=C(C=2N(C1)C=C(N2)C)F)F)F 4-fluoro-4-[8-fluoro-6-(8-fluoro-2-methylimidazo[1,2-a]pyridin-6-yl)-4-oxo-3,4-dihydro-quinazolin-2-yl]piperidine-1-carboxylic acid tert-butyl ester